ClC1=CC=C(C=C1)NC=1C(C(C1N(CC1=CC=C(C=C1)C1=NOC(=N1)C(F)(F)F)C)=O)=O 3-((4-chlorophenyl)amino)-4-(methyl(4-(5-(trifluoromethyl)-1,2,4-oxadiazol-3-yl)benzyl)amino)cyclobut-3-ene-1,2-dione